CC1=CC=C(C=C1)C=1ON=C2C1C=C(C=C2)C2=NC1=CC=CC=C1C(=C2)C(=O)O 2-[3-(4-methylphenyl)-2,1-benzoxazol-5-yl]quinoline-4-carboxylic acid